N1(C(=O)NC(=O)C1)C(=O)N HYDANTOINAMIDE